3-((3-((6-amino-2-fluoro-9H-purin-9-yl)methyl)benzyl)oxy)isonicotinic acid methyl ester COC(C1=C(C=NC=C1)OCC1=CC(=CC=C1)CN1C2=NC(=NC(=C2N=C1)N)F)=O